2-isobutyl-4-methyl-1,3-dioxane C(C(C)C)C1OCCC(O1)C